C(CCCNCC=1OC=C(C(C1)=O)O)NCC=1OC=C(C(C1)=O)O 2,2'-[butane-1,4-diylbis(iminomethanediyl)]bis(5-hydroxy-4H-pyran-4-one)